BrC=1C=C(C(=NC1)OC[C@@](CC(C)C)(C)NC(OC(C)(C)C)=O)C#N (S)-tert-butyl (1-((5-bromo-3-cyanopyridin-2-yl)oxy)-2,4-dimethylpentan-2-yl)carbamate